3,4-dihydroxy-L-phenylalanin OC=1C=C(C[C@H](N)C(=O)O)C=CC1O